C(C(C)([2H])[2H])(=O)O propionic acid-2,2-d2